FC=1C=C(C(=NC1)C1(CCOCC1)O)N1CCNCC1 4-(5-fluoro-3-piperazin-1-yl-2-pyridyl)tetrahydropyran-4-ol